4-amino-3-chlorobenzenesulphonate NC1=C(C=C(C=C1)S(=O)(=O)[O-])Cl